pyridyl-1-methyl-1H-indole-3-thiocarboxylate N1=C(C=CC=C1)C=1N(C2=CC=CC=C2C1C([O-])=S)C